C(C)(C)(C)OC(N(CCCO)CCCC=1N(N=C2C=CC=C(C12)Br)C)=O N-[3-(4-bromo-2-methyl-indazol-3-yl)-propyl]-N-(3-hydroxypropyl)-carbamic acid tert-butyl ester